silicon carbon nitrogen carbon [C].[N].[C].[Si]